L-alanyl L-glutamate N[C@@H](CCC(=O)[O-])C(=O)OC([C@@H](N)C)=O